1-propyl-2,3-dimethylimidazolium chloride salt [Cl-].C(CC)N1C(=[N+](C=C1)C)C